C1=CC=C(C=C1)N(C2=CC=C(C=C2)C3(C4=CC=CC=C4C5=CC=CC=C53)C6=CC=C(C=C6)N(C7=CC=CC=C7)C8=CC=CC9=CC=CC=C98)C1=CC=CC2=CC=CC=C21 9,9-bis[4-(N,N'-bis-naphthalen-2-yl-N,N'-bis-phenyl-amino)-phenyl]-9H-fluorene